3-(3-(benzyloxy)propoxy)-2,2-dimethylpropan-1-ol C(C1=CC=CC=C1)OCCCOCC(CO)(C)C